O=C1NC(CCC1N1C(C2=CC=C(C=C2C1=O)N1CCC(CC1)CC=O)=O)=O 2-[1-[2-(2,6-dioxo-3-piperidinyl)-1,3-dioxo-isoindol-5-yl]-4-piperidinyl]acetaldehyde